4-{5-[(R)-(1,3-dimethyl-azetidin-3-yl)-hydroxy-(4-isopropyl-phenyl)-methyl]-pyridin-3-yl}-but-3-yn-1-ol CN1CC(C1)(C)[C@@](C=1C=C(C=NC1)C#CCCO)(C1=CC=C(C=C1)C(C)C)O